hexane-dioic acid C(CCCCC(=O)O)(=O)O